C(C)C(CC)(CCCCCCCC)C1=CC=2C=CC=3C4=C([Si](C3C2C=C1)(C)C)C=CC=C4 3-(3-ethyl-3-undecyl)-11,11-dimethyl-11H-benzo[b]naphtho[2,1-d]silole